N-methyl-4-(4'-formylstyryl)pyridinium methyl-sulfate COS(=O)(=O)[O-].C[N+]1=CC=C(C=C1)C=CC1=CC=C(C=C1)C=O